CC(CO)(CO)C L-2,2-dimethyl-1,3-propanediol